CN1CCC(CC1)C(=O)NC1=CC=C2C(=N1)NC=C2C2=CC=C(C(=O)OCC)C=C2 ethyl 4-(6-(1-methylpiperidine-4-carboxamido)-1H-pyrrolo[2,3-b]pyridin-3-yl)benzoate